3-(1-oxo-4-{propyl[(1s,4s)-4-[(3,3,3-trifluoropropyl)amino]cyclohexyl]amino}-3H-isoindol-2-yl)piperidine-2,6-dione O=C1N(CC2=C(C=CC=C12)N(C1CCC(CC1)NCCC(F)(F)F)CCC)C1C(NC(CC1)=O)=O